C(C)(C)(C)OC(=O)N1C(CC2(CC(NC2)=O)CC1)C.COC[C@H](C)OC1=CC(=NC2=CC=C(C=C12)[N+](=O)[O-])C1=CN=CS1 (S)-5-(4-((1-methoxyprop-2-yl)oxy)-6-nitroquinolin-2-yl)thiazole tert-butyl-7-methyl-3-oxo-2,8-diazaspiro[4.5]decane-8-carboxylate